4-((2-hydroxyethyl)carbamoyl)piperidine-1-carboxylic acid tert-butyl ester C(C)(C)(C)OC(=O)N1CCC(CC1)C(NCCO)=O